(E)-8,10-dodecadienyl acetate C(C)(=O)OCCCCCCC\C=C\C=CC